(1S,4s)-4-(3-(((R)-2-(5-Fluoropyridin-3-yl)-2-hydroxyethyl)amino)-3-methylbutyl)cyclohexane-1-carboxylic acid FC=1C=C(C=NC1)[C@H](CNC(CCC1CCC(CC1)C(=O)O)(C)C)O